methyl 2-((4-(2-(5-chloropyridin-2-yl)-2-methylbenzo[d][1,3]dioxol-4-yl)piperidin-1-yl)methyl)-1-(((S)-oxetan-2-yl)methyl)-1H-thieno[2,3-d]imidazole-5-carboxylate ClC=1C=CC(=NC1)C1(OC2=C(O1)C=CC=C2C2CCN(CC2)CC=2N(C1=C(N2)SC(=C1)C(=O)OC)C[C@H]1OCC1)C